CN1N=C(C(=C1OC(C)[C@@H]1N(CCC1)C(C(F)(F)F)=O)C=1C=C2C(=CN1)N(N=C2C=C)C2OCCCC2)C 1-[(2R)-2-[1-[2,5-dimethyl-4-(1-tetrahydropyran-2-yl-3-vinyl-pyrazolo[3,4-c]pyridin-5-yl)pyrazol-3-yl]oxyethyl]pyrrolidin-1-yl]-2,2,2-trifluoro-ethanone